O=C1NC(CCC1N1C(C2=CC=C(C=C2C1=O)NC1CC2(C1)CC(C2)N2N=CC(=C2)C2=NC1=CC=CC=C1N=C2)=O)=O 2-(2,6-dioxopiperidin-3-yl)-5-((6-(4-(quinoxalin-2-yl)-1H-pyrazol-1-yl)spiro[3.3]heptan-2-yl)amino)isoindoline-1,3-dione